3-[3-(2,4-dimethoxypyridin-3-yl)-1H-pyrrolo[2,3-b]pyridin-6-yl]-1-[2-(4-ethylpiperazin-1-yl)ethyl]urea COC1=NC=CC(=C1C1=CNC2=NC(=CC=C21)NC(NCCN2CCN(CC2)CC)=O)OC